N-(biotinyl)cadaverine C(CCCC[C@@H]1SC[C@@H]2NC(=O)N[C@H]12)(=O)NCCCCCN